dioxabicyclo(3.3.0)octan C12OOCC2CCC1